N-(β-aminoethyl)-γ-aminopropyl-methyl-dimethoxysilane NCCNCCC[Si](OC)(OC)C